Trimethyl-(o-tolylmethyl)ammonium chloride [Cl-].C[N+](CC1=C(C=CC=C1)C)(C)C